triethoxybutyl-silane C(C)OC(CCC[SiH3])(OCC)OCC